trifluoromethoxyvinylether FC(OC=COC=COC(F)(F)F)(F)F